2-[(3R)-3-{1-[3-(cyclopropylethynyl)-1-[(1R)-1-(2,4-dichlorophenyl)ethyl]pyrazolo[4,3-b]pyrazin-6-yl]azetidin-3-yl}hexahydropyridin-1-yl]ethan-1-ol C1(CC1)C#CC1=NN(C=2C1=NC=C(N2)N2CC(C2)[C@@H]2CN(CCC2)CCO)[C@H](C)C2=C(C=C(C=C2)Cl)Cl